NC=1C(=CC(=NC1)C(=O)OC)NC[C@H]1OCC1 methyl (S)-5-amino-4-((oxetan-2-ylmethyl)amino)picolinate